methyl 2-(3-[[(3-chlorophenyl)formohydrazido]carbonyl]-6-oxopyridazin-1-yl)acetate ClC=1C=C(C=CC1)C(=O)NNC(=O)C1=NN(C(C=C1)=O)CC(=O)OC